5-((3,5-dichloropyridin-4-yl)thio)-N-(3-(methylsulfonyl)phenyl)-1,3,4-thiadiazole-2-carboxamide ClC=1C=NC=C(C1SC1=NN=C(S1)C(=O)NC1=CC(=CC=C1)S(=O)(=O)C)Cl